1-[2-(2-naphthyl)ethyl]-4-[3-(trifluoromethyl)phenyl]-1,2,3,6-tetrahydropyridine C1=C(C=CC2=CC=CC=C12)CCN1CCC(=CC1)C1=CC(=CC=C1)C(F)(F)F